tetradecanoxy-2,4-Diaminobenzene C(CCCCCCCCCCCCC)OC1=C(C=C(C=C1)N)N